FC=1C=C(C=CC1B(O)O)C1=CC=C(C=C1)CCCCCCC (3-fluoro-4'-heptyl-1,1'-biphenyl-4-yl)boronic acid